3-{4-[(3-Hydroxypropyl)amino]-1,2,5-oxadiazol-3-yl}-4-[3-(trifluoromethyl)phenyl]-1,2,4-oxadiazol OCCCNC=1C(=NON1)C1=NOCN1C1=CC(=CC=C1)C(F)(F)F